CC(C)(C)C1=CC=C(C=C1)I 4-t-butyl-iodobenzene